CC1(C(C(CCC1)C)C=CC(CC)O)C 1-(2,2,6-trimethylcyclohexyl)penten-3-ol